[Cd].[Pb] lead cadmium salt